C1(CCCCC1)OC=1C=C(CN2CCN(CC2)CC2=CC(=C(OC(C(=O)O)(C)C)C(=C2)C)C)C=CC1C(F)(F)F 2-(4-((4-(3-cyclohexyloxy-4-(trifluoromethyl)benzyl)piperazin-1-yl)methyl)-2,6-dimethylphenoxy)-2-methylpropanoic acid